C(C)(C)(C)OC(=O)N(C1=NN2C(CN(CCC2)C(=O)OC(C)(C)C)=C1Cl)C tert-butyl 2-[tert-butoxycarbonyl(methyl)amino]-3-chloro-4,6,7,8-tetrahydropyrazolo[1,5-a][1,4]diazepine-5-carboxylate